2-[4-({N-[(4-chlorophenyl)methyl]carbamoyl}amino)phenyl]-N-(pyrazin-2-ylmethyl)acetamide ClC1=CC=C(C=C1)CNC(=O)NC1=CC=C(C=C1)CC(=O)NCC1=NC=CN=C1